Cl.COC=1C=C2CCN(CC2=CC1NC1=NC=C2C(=N1)N(N=C2)C[C@@H]2OCCCC2)C (R)-6-methoxy-2-methyl-N-(1-((tetrahydro-2H-pyran-2-yl)methyl)-1H-pyrazolo[3,4-d]pyrimidin-6-yl)-1,2,3,4-tetrahydroisoquinolin-7-amine hydrochloride